N-(6-(difluoromethoxy)-7-fluoro-1-(1-methylcyclobutyl)-1H-benzo[d]imidazol-2-yl)-3-hydroxy-3-methylbutanamide FC(OC=1C=CC2=C(N(C(=N2)NC(CC(C)(C)O)=O)C2(CCC2)C)C1F)F